(3S)-2-azaspiro[4.4]nonane-3-carboxylic acid C1N[C@@H](CC12CCCC2)C(=O)O